ClC1=CC=C(C=C1)\C=C(/C(C(=C)C)=O)\C1=CC=CC=C1 (Z)-1-(4-chlorophenyl)-4-methyl-2-phenylpentane-1,4-dien-3-one